1-(4-(3-(1,1-dioxido-4-oxo-1,2,5-thiadiazolidin-2-yl)-2-fluoro-4-hydroxyphenyl)-1H-pyrazol-1-yl)cyclopropane-1-carbonitrile O=S1(N(CC(N1)=O)C=1C(=C(C=CC1O)C=1C=NN(C1)C1(CC1)C#N)F)=O